N-(2-(2-((1H-pyrazol-4-yl)amino)pyrimidin-4-yl)-6,7,8,9-tetrahydro-5H-benzo[7]annulen-5-yl)-5-(tert-butyl)-1,3,4-oxadiazole-2-carboxamide N1N=CC(=C1)NC1=NC=CC(=N1)C=1C=CC2=C(CCCCC2NC(=O)C=2OC(=NN2)C(C)(C)C)C1